5-bromo-6-(2,3-dihydro-[1,4]dioxino[2,3-g]benzofuran-8-yl)-2-(methylthio)imidazo[2,1-b][1,3,4]thiadiazole BrC1=C(N=C2SC(=NN21)SC)C=2OC=1C(C2)=CC=C2C1OCCO2